C(C)OCC(=O)N1CCC(CC1)N1N=CC(=C1C(F)(F)F)C(=O)N 1-(1-(2-ethoxyAcetyl)piperidine-4-yl)-5-(trifluoromethyl)-1H-pyrazole-4-carboxamide